ClC1=C(CC(C1)(C)C)/C=C/C(=O)OCC (E)-ethyl 3-(2-chloro-4,4-dimethylcyclopent-1-enyl)acrylate